CN1CCN(CC1)C(=O)O[C@@H]1CC[C@H](CC1)C(N(C[C@@H]1CC[C@H](CC1)C1=CC(=C(C=C1)OC)C)C1=CC(=CC=C1)C=1C=NN(C1)C1CC1)=O trans-4-((3-(1-Cyclopropyl-1H-pyrazol-4-yl)phenyl)((trans-4-(4-methoxy-3-methyl-phenyl)cyclohexyl)-methyl)carbamoyl)-cyclohexyl 4-methyl-piperazine-1-carboxylate